F[C@H]1CN(CC[C@H]1NC1=CC=CN2C(=C(C=C12)C1=NOC(=N1)CNC(C(C)(C)O)=O)SC(F)(F)F)C N-{[3-(8-{[(3S,4R)-3-fluoro-1-methylpiperidin-4-yl]amino}-3-[(trifluoromethyl)sulfanyl]indolizin-2-yl)-1,2,4-oxadiazol-5-yl]methyl}-2-hydroxy-2-methylpropanamide